(6-(3-(trifluoromethyl)-5,6-dihydro-[1,2,4]triazolo[4,3-a]pyrazin-7(8H)-yl)pyridazin-3-yl)methylamine FC(C1=NN=C2N1CCN(C2)C2=CC=C(N=N2)CN)(F)F